CN(S(=O)(=O)C1=CC=C(C=C1)NC(OCC1=CC=C(C=C1)Cl)=O)C1COC1 4-chlorobenzyl (4-(N-methyl-N-(oxetan-3-yl)sulfamoyl)phenyl)carbamate